N1N=CC=2C=NC(=CC21)N 1H-pyrazolo[4,3-c]pyridin-6-amine